N-(pyridazin-4-yl)-4-(1-((4-(trifluoromethoxy)phenyl)sulfonyl)cyclopropyl)piperidine-1-carboxamide N1=NC=C(C=C1)NC(=O)N1CCC(CC1)C1(CC1)S(=O)(=O)C1=CC=C(C=C1)OC(F)(F)F